C(C)(C)(C)OC(=O)N1CC(N(CC1)S(=O)(=O)C1=CC=C(C=C1)Br)CCC.C(C)(=O)NC1=CC=C(C(=O)NC2=C(C=CC=C2)N)C=C1 4-(acetamido)-N-(2-aminophenyl)benzamide tert-butyl-4-((4-bromophenyl)sulfonyl)-3-propylpiperazine-1-carboxylate